CN1N=CC(=C1)C1=NN2C(=NC3=C(C2=N1)C=CN=C3)N[C@H]3C(NCCCC3)=O (3R)-3-{[2-(1-methyl-1H-pyrazol-4-yl)pyrido[4,3-e][1,2,4]triazolo[1,5-c]pyrimidin-5-yl]amino}azepan-2-one